FC(C1CN(C1)CCCCC(=O)O)(F)F 5-[3-(trifluoromethyl)azetidin-1-yl]pentanoic acid